N-(1-methyl-tetrazole-5-yl)-2-methanesulfonyl-4-trifluoromethylbenzamide CN1N=NN=C1NC(C1=C(C=C(C=C1)C(F)(F)F)S(=O)(=O)C)=O